C(#N)C1=C(C=C(C=C1)N1[C@H](O[C@@H](C1)C(=O)NCCNC(OC(C)(C)C)=O)C(F)(F)F)C(F)(F)F t-butyl (2-((2R,5S)-3-(4-cyano-3-(trifluoromethyl)phenyl)-2-(trifluoromethyl)oxazolidine-5-carboxamido)ethyl)carbamate